2-(2,5-difluoro-4-(6-((2-fluoro-4-(1,2,3,6-tetrahydropyridin-4-yl) benzyl) oxy) pyridin-2-yl) benzyl)-1-(2-methoxyethyl)-1H-benzo[d]imidazole-6-carboxylate FC1=C(CC2=NC3=C(N2CCOC)C=C(C=C3)C(=O)[O-])C=C(C(=C1)C1=NC(=CC=C1)OCC1=C(C=C(C=C1)C=1CCNCC1)F)F